2-((1r,4S)-4-(1H-indol-1-yl)cyclohexyl)-4-chloro-5-((((S)-tetrahydro-2H-pyran-3-yl)methyl)amino)pyridazin-3(2H)-one N1(C=CC2=CC=CC=C12)C1CCC(CC1)N1N=CC(=C(C1=O)Cl)NC[C@H]1COCCC1